N-methyl-PseudoUridine CN1C=C([C@H]2[C@H](O)[C@H](O)[C@@H](CO)O2)C(NC1=O)=O